2-[2-hydroxy-4-(4-hydroxybutoxy)phenyl]-4,6-diphenyl-s-triazine OC1=C(C=CC(=C1)OCCCCO)C1=NC(=NC(=N1)C1=CC=CC=C1)C1=CC=CC=C1